C1(C=CC2=CC=CC=C12)[Si](C(C)C)(C)CO indenyl-(dimethyl)hydroxymethyl-dimethylsilane